N'-hydroxy-4-[(6-hydroxyhexyl)sulfanyl]-1,2,5-oxadiazole-3-carboximidamide ON=C(N)C1=NON=C1SCCCCCCO